1-(4-(dimethylamino)benzyl)-1,2-propanediamine CN(C1=CC=C(CC(C(C)N)N)C=C1)C